4-Bromo-3-fluoro-1-methyl-pyrazole BrC=1C(=NN(C1)C)F